FC(CN1C(=NC2=C1C=C(C=C2F)C2=CNC=1N=C(N=C(C12)OC)NC1CC(C1)(O)C)C)F 3-((5-(1-(2,2-difluoroethyl)-4-fluoro-2-methyl-1H-benzo[d]imidazol-6-yl)-4-methoxy-7H-pyrrolo[2,3-d]pyrimidin-2-yl)amino)-1-methylcyclobutan-1-ol